NC1=NC=C(C2=C1C(=C(S2)C2=C(C=C(C=C2)NC(C(=C)C)=O)C)C2=CC(=C(C=C2)OC2=NC=CC(=N2)C)F)C=2C=NN(C2)CCN2CCCC2 N-(4-(4-amino-3-(3-fluoro-4-((4-methylpyrimidin-2-yl)oxy)phenyl)-7-(1-(2-(pyrrolidin-1-yl)ethyl)-1H-pyrazol-4-yl)thieno[3,2-c]pyridin-2-yl)-3-methylphenyl)methacrylamide